1-((4-(dihydroxy-boranyl)phenyl)methyl)-1,3-benzodiazole-5-carboxylic acid trifluoroacetic acid salt FC(C(=O)O)(F)F.OB(C1=CC=C(C=C1)CN1C=NC2=C1C=CC(=C2)C(=O)O)O